tert-butyl 6-(ethylamino)-2-azaspiro[3.3]heptane-2-carboxylate C(C)NC1CC2(CN(C2)C(=O)OC(C)(C)C)C1